6-tert-butyl-7-methyl-pyrrolo[2,3-d]pyrimidine-2-carbaldehyde C(C)(C)(C)C1=CC2=C(N=C(N=C2)C=O)N1C